O(C1=CC=CC=C1)C1=CC2=C(NC(OC2=O)=O)C=N1 6-phenoxy-1H-pyrido[3,4-d][1,3]oxazine-2,4-dione